C(CC)NC1=CC=C(C=C1)NCCC dipropyl-para-phenylenediamine